1-butyl-3-methylimidazole hydroxide [OH-].C(CCC)N1CN(C=C1)C